Cl.ClC=1C=C2C[C@H](CC2=CC1)NC=1C=CC(=NC1)[C@@H](C(F)(F)F)N(C(=O)[C@@H]1NC(CC1)=O)C (R)-N-((S)-1-(5-(((S)-5-chloro-2,3-dihydro-1H-inden-2-yl)amino)pyridin-2-yl)-2,2,2-trifluoroethyl)-N-methyl-5-oxopyrrolidine-2-carboxamide hydrochloride